C(=O)C=1C=C(C(=O)N(C)OC)C=CC1 3-formyl-N-methoxy-N-methylbenzamide